Diphenyl-(3'-(10-phenylanthracen-9-yl)-[1,1'-biphenyl]-4-yl)phosphine oxide C1(=CC=CC=C1)P(C1=CC=C(C=C1)C1=CC(=CC=C1)C=1C2=CC=CC=C2C(=C2C=CC=CC12)C1=CC=CC=C1)(C1=CC=CC=C1)=O